[[2-methyl-2-(prop-2-enoylamino)propanoyl]amino]methylphosphonic acid CC(C(=O)NCP(O)(O)=O)(C)NC(C=C)=O